N4-(5-bromo-2-methoxyphenyl)-7-(difluoromethoxy)quinazolin-4,6-diamine BrC=1C=CC(=C(C1)NC1=NC=NC2=CC(=C(C=C12)N)OC(F)F)OC